benzyl((S)-7-ethyl-8,11-dioxo-7,8,11,13-tetrahydro-10H-[1,3]dioxolo[4,5-g]pyrano[3',4':6,7]indolizino[1,2-b]quinolin-7-yl)carbamate C(C1=CC=CC=C1)OC(N[C@@]1(C(OCC=2C(N3CC=4C(=NC=5C=C6C(=CC5C4)OCO6)C3=CC21)=O)=O)CC)=O